4-(5-nitropyridin-2-yl)thiomorpholine 1-oxide [N+](=O)([O-])C=1C=CC(=NC1)N1CCS(CC1)=O